The molecule is a member of the class of quinolones that is 2-methylquinolin-4(1H)-one in which the hydrogen at position 3 is replaced by a 4-[4-(trifluoromethoxy)phenoxy]phenyl group. A potent inhibitor of Toxoplasma gondii growth. It has a role as an antiparasitic agent. It is a quinolone, an aromatic ether and an organofluorine compound. CC1=C(C(=O)C2=CC=CC=C2N1)C3=CC=C(C=C3)OC4=CC=C(C=C4)OC(F)(F)F